4-hydroxy-6-{2-[4-(trifluoromethyl)phenyl]ethyl}pyridazin-3(2H)-one OC=1C(NN=C(C1)CCC1=CC=C(C=C1)C(F)(F)F)=O